(1r,4r)-4-(((6-(3'-amino-2-chloro-2'-methyl-[1,1'-biphenyl]-3-yl)-2-methoxypyridin-3-yl)methyl)(methyl)amino)cyclohexane-1-carboxylic acid methyl ester COC(=O)C1CCC(CC1)N(C)CC=1C(=NC(=CC1)C=1C(=C(C=CC1)C1=C(C(=CC=C1)N)C)Cl)OC